COC(=O)C=1SC(=C(C1)OC1=C(C=C(C=C1C)Cl)C)Br 5-bromo-4-(4-chloro-2,6-dimethylphenoxy)thiophene-2-carboxylic acid methyl ester